4-(5-Chloro-2-methoxyphenyl)-N-(4-(4-hydroxybutyl)-5-oxo-4,5-dihydro-1,3,4-thiadiazol-2-yl)-6-methylnicotinamide ClC=1C=CC(=C(C1)C1=CC(=NC=C1C(=O)NC=1SC(N(N1)CCCCO)=O)C)OC